CN(CCNC(=O)C1CCN(CC1)C1=NN=C(C=2C1=NN(C2C)C2=CC=CC=C2)C)C N-(2-Dimethylaminoethyl)-1-(3,4-dimethyl-2-phenylpyrazolo[3,4-d]pyridazin-7-yl)piperidine-4-carboxamide